(E)-N-hydroxy-3-(2-(4-(3-(2-oxopyrrolidin-1-yl)propanamido)piperidin-1-yl)phenyl)acrylamide ONC(\C=C\C1=C(C=CC=C1)N1CCC(CC1)NC(CCN1C(CCC1)=O)=O)=O